S1C2=C(C=C1C1=C(C(=NN1S(=O)(=O)C1=CC=C(C)C=C1)C)S(=O)(=O)C1=CC=C(C)C=C1)C=CC=C2 (Benzo[b]thiophen-2-yl)-3-methyl-1,4-ditosyl-1H-pyrazole